diethyl-(oct-7-en-1-yl)aluminum C(C)[Al](CCCCCCC=C)CC